1-(4-bromo-2-fluorophenyl)-3-{4-[2-(4-hydroxyphenyl)ethyl]-4-methyl-2,5-dioxoimidazolidin-1-yl}urea BrC1=CC(=C(C=C1)NC(=O)NN1C(NC(C1=O)(C)CCC1=CC=C(C=C1)O)=O)F